3-(5-((5-(2-(5-((4-([1,1'-biphenyl]-3-yl)-5-chloropyrimidin-2-yl)amino)pyridin-3-yl)-1-oxo-2,8-diazaspiro[4.5]decan-8-yl)-5-oxopentyl)oxy)-1-oxoisoindolin-2-yl)piperidine-2,6-dione C1(=CC(=CC=C1)C1=NC(=NC=C1Cl)NC=1C=C(C=NC1)N1C(C2(CC1)CCN(CC2)C(CCCCOC=2C=C1CN(C(C1=CC2)=O)C2C(NC(CC2)=O)=O)=O)=O)C2=CC=CC=C2